C1(=CC=CC=C1)C(C)C=1C2=C(N(C(N1)N)C1=C(C=C(C=C1)N1CCC(CC1)N(C)C)OC)C=CN2 (1-phenylethyl)-N-(4-(4-(dimethylamino)-1-piperidinyl)-2-methoxyphenyl)-2-amino-5H-pyrrolo[3,2-d]pyrimidine